ethyl 3-hydroxybicyclo[3.1.0]hexane-6-carboxylate OC1CC2C(C2C1)C(=O)OCC